5-cyclobutyl-1-tosyl-pyrrole-3-sulfonyl chloride C1(CCC1)C1=CC(=CN1S(=O)(=O)C1=CC=C(C)C=C1)S(=O)(=O)Cl